Rac-2-oxotetrahydro-2H-pyran-3-carbonitrile O=C1OCCC[C@@H]1C#N |r|